CN1C=CN2N=CC(=C21)C(=O)N2CC1(C2)CC(C1)N(C([O-])=O)C1=NC=CC(=C1)OC(F)(F)F 2-(1-methyl-1H-imidazo[1,2-b]pyrazole-7-carbonyl)-2-azaspiro[3.3]heptan-6-yl(4-(trifluoromethoxy)pyridin-2-yl)carbamate